4-(4-(3,4-dichlorophenyl)-2-methylpiperazine-1-carbonyl)-6-methoxyquinolin-2(1H)-one ClC=1C=C(C=CC1Cl)N1CC(N(CC1)C(=O)C1=CC(NC2=CC=C(C=C12)OC)=O)C